N=C1C(C=CC=C1)C#CC1=CC=CC=C1 2-iminotolane